3-(3-chloro-4-fluoro-5-methylphenyl)-1-(2-methoxypyrimidin-5-yl)-1-((5-(trifluoromethyl)-1H-pyrazol-3-yl)methyl)urea ClC=1C=C(C=C(C1F)C)NC(N(CC1=NNC(=C1)C(F)(F)F)C=1C=NC(=NC1)OC)=O